ClC1=CC=C(C=C1)N1[C@@H](COCC1)C (R)-4-(4-chlorophenyl)-3-methylmorpholine